(2S,3R,4S,5S)-4-[[3-[3-(Difluoromethyl)-4-fluoro-2-methoxy-phenyl]-4,5-dimethyl-5-(trifluoromethyl)tetrahydrofuran-2-carbonyl]amino]pyridin-2-carboxamid FC(C=1C(=C(C=CC1F)[C@@H]1[C@H](O[C@@]([C@H]1C)(C(F)(F)F)C)C(=O)NC1=CC(=NC=C1)C(=O)N)OC)F